CC1=C(C=C(C=C1)C)CC(=O)Cl 2,5-dimethylbenzeneacetyl chloride